(3-methyl-4-((2-morpholinothiazol-5-yl)oxy)phenyl)cyclobutanecarboxamide CC=1C=C(C=CC1OC1=CN=C(S1)N1CCOCC1)C1(CCC1)C(=O)N